2-[(4-methyl-1H-benzo[d]imidazol-1-yl)methyl]-3-phenyl-4H-chromen-4-one CC1=CC=CC=2N(C=NC21)CC=2OC1=CC=CC=C1C(C2C2=CC=CC=C2)=O